C(C)(C)(C)OC(=O)C=1C=CC2=C(N(C(=N2)CN2CCC(CC2)C2=NC(=CC=C2)OCC2=CC=C3C=NN(C3=C2)CC#N)CC2OCC2)C1 2-((4-(6-((1-(cyanomethyl)-1H-indazol-6-yl)methoxy)pyridin-2-yl)piperidin-1-yl)methyl)-1-(oxetan-2-ylmethyl)-1H-benzo[d]imidazole-6-carboxylic acid tert-butyl ester